NC1=NC=2C=C(C=CC2C2=C1N=C(N2)COCC)CC2=CC=C(C=C2)CC#N (4-((4-amino-2-(ethoxymethyl)-1H-imidazo[4,5-c]quinolin-7-yl)methyl)phenyl)acetonitrile